ClC1=CC=2C(=NC=C(C2Cl)[N+](=O)[O-])N1COCC[Si](C)(C)C 2,4-dichloro-5-nitro-1-((2-(trimethylsilyl)ethoxy)methyl)-1H-pyrrolo[2,3-b]pyridine